N-(3-methoxybenzyl)pyridin-4-amine COC=1C=C(CNC2=CC=NC=C2)C=CC1